FC=1C=C(C=CC1F)C=1C=C2C(=NC1)N(C(N2CC2=NC=NC=C2)=O)C 6-(3,4-difluorophenyl)-3-methyl-1-(pyrimidin-4-ylmethyl)imidazo[4,5-b]pyridin-2-one